ClC1=NC=CC(=C1)C=1C=C(N)C=CC1C 3-(2-chloropyridin-4-yl)-4-methylaniline